(2,5-Dichloro-phenyl)hydrazine ClC1=C(C=C(C=C1)Cl)NN